N-[(6-Amino-2-pyridyl)sulfonyl]-6-(4-isobutoxypyrazol-1-yl)-2-[(4S)-2,2,4-trimethylpyrrolidin-1-yl]pyridin-3-carboxamid NC1=CC=CC(=N1)S(=O)(=O)NC(=O)C=1C(=NC(=CC1)N1N=CC(=C1)OCC(C)C)N1C(C[C@@H](C1)C)(C)C